BrC1=C2CN(C(C2=CC=C1)=O)C=1C(=NC(=CC1)OCC1=CC=CC=C1)OCC1=CC=CC=C1 4-bromo-2-(2,6-dibenzyloxy-3-pyridyl)isoindolin-1-one